(7S)-3-amino-11-fluoro-7-methyl-4-oxo-14-(propan-2-yl)-4,5,6,7,13,14-hexahydro-1,15-ethenopyrazolo[4,3-f][1,4,8,10]benzoxatriazacyclotridecine-12-carbonitrile NC1=NN2C3=C1C(NC[C@@H](OC1=C(CN(C(=N3)C=C2)C(C)C)C(=C(C=C1)F)C#N)C)=O